1-(3-iodo-4,5-dimethoxy-phenyl)cyclopropanecarbaldehyde IC=1C=C(C=C(C1OC)OC)C1(CC1)C=O